(e)-3,7-dimethylocta-2,6-dien-1-ol C\C(=C/CO)\CCC=C(C)C